CC1=CC=C(C=N1)CC1=CC=C(C=C1)NC(OCC1=CC=C(C=C1)F)=O 4-fluorobenzyl (4-((6-methylpyridin-3-yl)methyl)phenyl)carbamate